4-{8-Amino-3-[(6'S,8a'R)-1',1'-difluoro-3'-oxohexahydrospiro[cyclopropan-1,2'-indolizin]-6'-yl]imidazo[1,5-a]pyrazin-1-yl}-N-[4-(trifluoromethyl)pyridin-2-yl]benzamid NC=1C=2N(C=CN1)C(=NC2C2=CC=C(C(=O)NC1=NC=CC(=C1)C(F)(F)F)C=C2)[C@@H]2CN1C(C3(C([C@H]1CC2)(F)F)CC3)=O